dimethylisopropylgermylmethyl-tert-butyldimethyl-germanium methyl-2-[4-[4,6-bis[2-hydroxy-4-(1-methoxycarbonylpropoxy)phenyl]-1,3,5-triazin-2-yl]-3-hydroxy-phenoxy]butanoate COC(C(CC)OC1=CC(=C(C=C1)C1=NC(=NC(=N1)C1=C(C=C(C=C1)OC(CC)C(=O)OC)O)C1=C(C=C(C=C1)OC(CC)C(=O)OC)O)O)=O.CC([Ge](C)(C(C)(C)C)C[GeH2]C(C)C)C